C1(CC1)OC1=CC=NC(=C1C(=O)O)C=O 4-CYCLOPROPOXY-2-FORMYLNICOTINIC ACID